N(=NO)O Diazenediol